methyl (2S)-2-[[(2S)-2-[(4-methoxy-1H-indole-2-carbonyl)amino]-4-methyl-pentanoyl]amino]-3-[(3S)-2-oxopyrrolidin-3-yl]propanoate COC1=C2C=C(NC2=CC=C1)C(=O)N[C@H](C(=O)N[C@H](C(=O)OC)C[C@H]1C(NCC1)=O)CC(C)C